FC(C(=O)C=1C=C(C=NC1)NC(OC(C)(C)C)=O)(F)F tert-butyl N-[5-(2,2,2-trifluoroacetyl)-3-pyridyl]carbamate